C1(=CC=CC=2C3=CC=CC=C3CC12)COC(=O)N[C@H](C(=O)NC1=C2C=CN(C2=CC=C1)C(=O)OC(C)(C)C)CC1=CC=C(C=C1)N1C(CN(CC1)C1COCC1)=O (S)-4-(2-fluorenylmethoxycarbonylamino-3-(4-(4-(tetrahydrofuran-3-yl)-2-oxopiperazin-1-yl)phenyl)propanamido)-1-tert-butoxycarbonyl-indole